(S)-2-(4-(2-(2,6-dimethylpyridin-4-yl)-3-isopropyl-1H-indol-5-yl)piperidin-1-yl)-1-(2-(hydroxymethyl)pyrrolidin-1-yl)ethan-1-one CC1=NC(=CC(=C1)C=1NC2=CC=C(C=C2C1C(C)C)C1CCN(CC1)CC(=O)N1[C@@H](CCC1)CO)C